N,O-dimethoxyhydroxyamine CONOOC